C(C)(C)(C)OC(CCCC1=CC(=NC=C1N(C)C(=O)OC(C)(C)C)OC)=O 4-[5-[tert-Butoxycarbonyl-(methyl)amino]-2-methoxy-4-pyridinyl]butanoic acid tert-butyl ester